NC1=C(OC2=C(C(=C(C=C2)OC2=C(C=CC=C2)N)C(F)(F)F)C(F)(F)F)C=CC=C1 1,4-bis(2-aminophenoxy)-2,3-bis(trifluoromethyl)benzene